[Na+].COC1=C(C=CC(=C1)[N+](=O)[O-])N1[NH2+]C(=NN1C1=CC=C(C=C1)[N+](=O)[O-])C1=C(C=C(C=C1)S(=O)(=O)O)S(=O)(=O)O 2-(2-methoxy-4-nitrophenyl)-3-(4-nitrophenyl)-5-(2,4-disulfophenyl)-2H-tetrazolium sodium